C1(CC1)CN1C(=CC=2C=CC=3CCN(C3C21)C(=O)OC(C)(C)C)C(NC2=C(C(=CC(=C2)C(=O)OC)F)NC)=O tert-butyl 1-(cyclopropylmethyl)-2-[[3-fluoro-5-methoxycarbonyl-2-(methylamino) phenyl] carbamoyl]-6,7-dihydropyrrolo[3,2-g]indole-8-carboxylate